OC1=C2C3C(C(OC2=CC(=C1C(=O)NC)CCCCC)(C)C)CCC(=C3)C 1-hydroxy-N,6,6,9-tetramethyl-3-pentyl-6a,7,8,10a-tetrahydro-6H-benzo[c]chromene-2-carboxamide